9-(7-bromo-2,6-dichloro-8-fluoroquinazolin-4-yl)-3-oxa-7,9-diazabicyclo[3.3.1]nonane-7-carboxylate BrC1=C(C=C2C(=NC(=NC2=C1F)Cl)N1C2COCC1CN(C2)C(=O)[O-])Cl